1-(1-((1-(azetidin-3-ylmethyl)azetidin-3-yl)methyl)piperidin-4-yl)-3-(4-phenoxyphenyl)-1H-pyrazolo(3,4-d)pyrimidin-4-amine N1CC(C1)CN1CC(C1)CN1CCC(CC1)N1N=C(C=2C1=NC=NC2N)C2=CC=C(C=C2)OC2=CC=CC=C2